racemic-3-aminobutyric acid N[C@@H](CC(=O)O)C |r|